(4S)-4-[(E,1R)-1-hydroxynonadec-2-enyl]-2,2-dimethyl-oxazolidine-3-carboxylate O[C@H](\C=C\CCCCCCCCCCCCCCCC)[C@H]1N(C(OC1)(C)C)C(=O)[O-]